NC1=NC(=C(C=C1C=1C=C2C=C(NC(C2=C(C1)F)=O)C)C1=CC=C(C=C1)N1CCN(CC1)CCCC(F)F)F 6-(2-amino-5-(4-(4-(4,4-difluorobutyl)piperazin-1-yl)phenyl)-6-fluoropyridin-3-yl)-8-fluoro-3-methylisoquinolin-1(2H)-one